BrCC(=O)OC(CBr)=O bromoacetic acid, anhydride